N[C@@H]1CN(CCC1)C1=CC(=NC=C1C=1C=NN(C1)C1CCOCC1)NC1=NC(=C(C#N)C=C1)C1=C(C=CC=C1OC)F 6-((4-((S)-3-aminopiperidin-1-yl)-5-(1-(tetrahydro-2H-pyran-4-yl)-1H-pyrazol-4-yl)pyridin-2-yl)amino)-2-(2-fluoro-6-methoxyphenyl)nicotinonitrile